2-amino-6-borono-2-(3-(4-(3,4-dichlorobenzylamino)piperidin-1-yl)propyl)hexanoic acid NC(C(=O)O)(CCCCB(O)O)CCCN1CCC(CC1)NCC1=CC(=C(C=C1)Cl)Cl